C(C)(C)(C)OC(=O)NCC1=NC=CC(=C1F)C1=CC(=CC=2CCOC21)COC2=C(C=CC=C2)CC(=O)O 2-(2-((7-(2-(((tert-butoxycarbonyl)amino)methyl)-3-fluoropyridin-4-yl)-2,3-dihydrobenzofuran-5-yl)methoxy)phenyl)acetic acid